C1(CC1)C1=CC(=NN1C12CC(C1)(C2)C2CN(C2)C(=O)N2CC1(C2)CC(C1)C1=NC(=NN1)C1(CC1)O)C [3-[3-(5-cyclopropyl-3-methyl-pyrazol-1-yl)-1-bicyclo[1.1.1]pentanyl]azetidin-1-yl]-[6-[3-(1-hydroxycyclopropyl)-1H-1,2,4-triazol-5-yl]-2-azaspiro[3.3]heptan-2-yl]methanone